(R*)-N-(2-Bromo-3-fluoropyridin-4-yl)-8,11,11-trifluoro-8-(hydroxymethyl)-3,4,8,9,10,11-hexahydro-1H-pyrido[4',3':3,4]pyrazolo[1,5-a]azepine-2(7H)-carboxamide BrC1=NC=CC(=C1F)NC(=O)N1CC=2C(=NN3C2C(CC[C@@](C3)(CO)F)(F)F)CC1 |o1:21|